10-bromobenzonaphtho[1,2-d]furan BrC1=CC=2C3=C(C=CC2C=C1)C=CC1=C3C=CO1